OCC[N+](C)(C)C.P(=O)(OC(C)N1N=CC(=C1)C=1SC=C(N1)C(NC=1C(=NN(C1)C1CCC(CC1)OCC)C1=NC(=CC=C1F)F)=O)(O)O 1-(4-(4-((3-(3,6-difluoropyridin-2-yl)-1-((1r,4r)-4-ethoxycyclohexyl)-1H-pyrazol-4-yl)carbamoyl)thiazol-2-yl)-1H-pyrazol-1-yl)ethyl dihydrogen phosphate choline salt